Benzyl ((2S,3R)-3-(tert-butoxy)-1-(((S)-4-methyl-1-oxo-1-(((S)-1-oxo-3-((S)-2-oxopyrrolidin-3-yl)propan-2-yl)amino)pentan-2-yl)amino)-1-oxobutan-2-yl)carbamate C(C)(C)(C)O[C@@H]([C@@H](C(=O)N[C@H](C(N[C@H](C=O)C[C@H]1C(NCC1)=O)=O)CC(C)C)NC(OCC1=CC=CC=C1)=O)C